C(=O)[O-].[Zr+4].C(=O)[O-].C(=O)[O-].C(=O)[O-] zirconium formate